C1(=CC=CC=C1)C1=[O+]C(=CC(=C1)C1=CC=CC=C1)C1=CC=C(C=C1)OC 2,4-diphenyl-6-(4-methoxyphenyl)pyrylium